3,3'-Methylenebis(5-phenyl-1,2,4-triazole) C(C1=NNC(=N1)C1=CC=CC=C1)C1=NNC(=N1)C1=CC=CC=C1